6-(6-chloro-4-{3,6-diazabicyclo[3.2.2]nonan-3-yl}-8-fluoro-2-{[(2S)-1-methylpyrrolidin-2-yl]methoxy}quinazolin-7-yl)-4-methyl-5-(trifluoromethyl)pyridin-2-amine ClC=1C=C2C(=NC(=NC2=C(C1C1=C(C(=CC(=N1)N)C)C(F)(F)F)F)OC[C@H]1N(CCC1)C)N1CC2CNC(C1)CC2